2-octyldodecyl erucate C(CCCCCCCCCCC\C=C/CCCCCCCC)(=O)OCC(CCCCCCCCCC)CCCCCCCC